CC1=NC(=NC(=C1)C)N1C[C@@H]2[C@H](C1)CN(C2)C(=O)C=2C(=CN1C=CC=CC21)C2=NC=CC=C2F ((3aR,6aS)-5-(4,6-dimethylpyrimidin-2-yl)hexahydropyrrolo[3,4-c]pyrrol-2(1H)-yl)(2-(3-fluoropyridin-2-yl)indolizin-1-yl)methanone